3-(difluoromethyl)-N-methoxy-1-methyl-N-[(1R)-1-methyl-2-(2,4,6-trichlorophenyl)ethyl]-1H-pyrazole-4-carboxamide FC(C1=NN(C=C1C(=O)N([C@@H](CC1=C(C=C(C=C1Cl)Cl)Cl)C)OC)C)F